[Al].[Cu].[Mo].[Ni].[Zn] zinc-nickel-molybdenum-copper-aluminum